C(CCC(=O)O[C@@H]1C(C(CC(O[C@@H](CCCCCCCCC1)C)=O)N1CCN(CC1)C)=O)(=O)OC(C)(C)C tert-butyl ((6S,16R)-16-methyl-4-(4-methylpiperazin-1-yl)-2,5-dioxooxacyclohexadecan-6-yl) succinate